6-((3S,4R)-4-(4-amino-5-chloro-2-methoxybenzamido)-3-methoxypiperidin-1-yl)hexanoic acid ethyl ester C(C)OC(CCCCCN1C[C@@H]([C@@H](CC1)NC(C1=C(C=C(C(=C1)Cl)N)OC)=O)OC)=O